tert-butyl (1R,5S)-3-[3-[[(1R)-1-[3-(cyclopropylmethoxy)-5-methoxy-phenyl]ethyl]carbamoyl]-4-methyl-phenyl]-3,8-diazabicyclo-[3.2.1]octane-8-carboxylate C1(CC1)COC=1C=C(C=C(C1)OC)[C@@H](C)NC(=O)C=1C=C(C=CC1C)N1C[C@H]2CC[C@@H](C1)N2C(=O)OC(C)(C)C